COC=1C(=NC=CC1[C@@H]1[C@H](O[C@]([C@@H]1C)(C(F)(F)F)C)C(=O)NC1=CC(=NC=C1)C(=O)N)C (2S,3R,4R,5R)-4-[[3-(3-Methoxy-2-methyl-4-pyridyl)-4,5-dimethyl-5-(trifluoromethyl)tetrahydrofuran-2-carbonyl]amino]pyridin-2-carboxamid